CC(C)CC(C)O 4-methyl-2-amyl alcohol